COC=1C=C(CC2(C(CC(N2)=O)=O)C)C=CC1OC 5-(3,4-dimethoxybenzyl)-5-methylpyrrolidine-2,4-dione